BrC1=CC2=C(N(C(N2CCN2CCOCC2)=O)CC2=NC=C(C=C2)C=2OC(=NN2)C(F)F)C=C1F 5-bromo-1-((5-(5-(difluoromethyl)-1,3,4-oxadiazole-2-yl)pyridine-2-yl)methyl)-6-fluoro-3-(2-morpholinoethyl)-1,3-dihydro-2H-benzo[d]imidazole-2-one